4-bromo-2-acetamido-3-fluorobenzoic acid methyl ester COC(C1=C(C(=C(C=C1)Br)F)NC(C)=O)=O